F[P-](F)(F)(F)(F)F.[Li+] Lithium hexafluoro-phosphate